3-(7-((4-((4-(2,4-dichlorophenyl)piperazin-1-yl)methyl)benzyl)oxy)-3-oxo-1,3-dihydro-2H-indazol-2-yl)piperidine-2,6-dione ClC1=C(C=CC(=C1)Cl)N1CCN(CC1)CC1=CC=C(COC=2C=CC=C3C(N(NC23)C2C(NC(CC2)=O)=O)=O)C=C1